{2-methoxy-6-[3-({[5-(4-Methyl-piperazin-1-ylmethyl)-furan-2-carbonyl]-amino}-methyl)-2,3-dihydro-benzo[1,4]dioxin-5-ylamino]-pyridin-3-yl}-amid COC1=NC(=CC=C1[NH-])NC1=CC=CC=2OCC(OC21)CNC(=O)C=2OC(=CC2)CN2CCN(CC2)C